dimethyl-methoxypropyl-benzene CC=1C(=C(C=CC1)CCCOC)C